6-(7-(1-methyl-1H-pyrazol-4-yl)imidazo[1,2-a]pyridin-3-yl)-N-(4-(2-(pyrrolidin-1-yl)ethoxy)phenyl)pyridin-2-amine CN1N=CC(=C1)C1=CC=2N(C=C1)C(=CN2)C2=CC=CC(=N2)NC2=CC=C(C=C2)OCCN2CCCC2